phosphinous chloride PCl